S(C)(=O)(=O)O.NC1=NC=CC(=C1)OC=1C=C2C=CN(C2=CC1OCCOC)C(=O)NC 5-((2-aminopyridin-4-yl)oxy)-6-(2-methoxyethoxy)-N-methyl-1H-indole-1-carboxamide mesylate